ethyl (S)-2-isocyanato-3-tertiary-butoxypropionate N(=C=O)[C@H](C(=O)OCC)COC(C)(C)C